(1R,3S,6S)-methyl 7-oxa-bicyclo[4.1.0]heptane-3-carboxylate [C@H]12C[C@H](CC[C@@H]2O1)C(=O)OC